3-[(2Z,4Z)-Hepta-2,4,6-trienyl]-4-(4-hydroxyphenyl)-2,2-dimethyl-3,4-dihydrochromen-7-ol C(\C=C/C=C\C=C)C1C(OC2=CC(=CC=C2C1C1=CC=C(C=C1)O)O)(C)C